3-sulfanylPropionic acid SCCC(=O)O